(R)-3-methyl-4-(4-(1-methyl-1H-pyrazol-5-yl)-8-(1H-pyrazol-5-yl)imidazo[1,5-a][1,3,5]triazin-2-yl)morpholin C[C@H]1N(CCOC1)C1=NC=2N(C(=N1)C1=CC=NN1C)C=NC2C2=CC=NN2